2-morpholino-7-phenyl-6,7-dihydro-5H-pyrrolo[2,3-d]pyrimidine-4-carbonitrile O1CCN(CC1)C=1N=C(C2=C(N1)N(CC2)C2=CC=CC=C2)C#N